N-(4-((6-bromo-4-methylpyridin-2-yl)amino)-5-ethoxypyridin-2-yl)acetamide BrC1=CC(=CC(=N1)NC1=CC(=NC=C1OCC)NC(C)=O)C